N(C(=N)N)C1=NN=NN1CCC[Si](OCC)(OCC)OCC 5-Guanidino-1-[3-(triethoxysilyl)propyl]-1H-tetrazol